FC1=CC(=C2C(=C(N(C2=C1)C1=CC(=C(C=C1)F)C)C(C)C)C=1C=C(C=NC1)C(=O)O)O 5-[6-fluoro-1-(4-fluoro-3-methyl-phenyl)-4-hydroxy-2-isopropyl-indol-3-yl]Pyridine-3-carboxylic acid